[2-(4-cyclopropyl-6-methoxy-pyrimidin-5-yl)-6-methyl-5H-pyrrolo[3,2-d]pyrimidin-7-yl]-[4-[1-methyl-4-(trifluoromethyl)imidazol-2-yl]phenyl]methanol C1(CC1)C1=NC=NC(=C1C=1N=CC2=C(N1)C(=C(N2)C)C(O)C2=CC=C(C=C2)C=2N(C=C(N2)C(F)(F)F)C)OC